6-(2-(1H-tetrazol-5-yl)phenyl)-N2-benzyl-N4-(2,2-difluorobenzo[d][1,3]dioxol-5-yl)-N2-isobutylpyridine-2,4-diamine N1N=NN=C1C1=C(C=CC=C1)C1=CC(=CC(=N1)N(CC(C)C)CC1=CC=CC=C1)NC1=CC2=C(OC(O2)(F)F)C=C1